5-amino-3,6-dihydrothiazolo[4,5-d]pyrimidine-2,7-dione NC=1NC(C2=C(N1)NC(S2)=O)=O